N-[2-(3-amino-propanoylamino)ethyl]-4-[[3-[4-(cyanomethoxy)-2,3-difluoro-phenyl]imidazo[1,2-a]pyrazin-8-yl]amino]-2-ethyl-benzamide formate C(=O)O.NCCC(=O)NCCNC(C1=C(C=C(C=C1)NC=1C=2N(C=CN1)C(=CN2)C2=C(C(=C(C=C2)OCC#N)F)F)CC)=O